Tris(trimethylsilyl)asparagine C[Si](C)(C)C([C@](N)(C(=O)O)[Si](C)(C)C)(C(N)=O)[Si](C)(C)C